[4-(6-chloro-1-methyl-9H-pyrido[3,4-b]indol-8-yl)-phenyl]-pyridin-2-yl-methanol ClC=1C=C2C3=C(NC2=C(C1)C1=CC=C(C=C1)C(O)C1=NC=CC=C1)C(=NC=C3)C